O1C(OCCCC1)CO 1,3-dioxepan-2-yl-methanol